COCC1C(N1C(C1=CC=CC=C1)(C1=CC=CC=C1)C1=CC=CC=C1)C(=O)[O-] 3-(methoxymethyl)-1-(triphenylmethyl)aziridine-2-carboxylate